methyl-isobutyl-ethylene glycol acetate C(C)(=O)O.CC(CO)(CC(C)C)O